2-(3,5-dichloro-2-methyl-indazol-4-yl)-1-[(1S)-5-[(1R)-2,2-difluoro-1-hydroxy-ethyl]-1-methyl-3,4-dihydro-1H-isoquinolin-2-yl]Ethanone ClC=1N(N=C2C=CC(=C(C12)CC(=O)N1[C@H](C2=CC=CC(=C2CC1)[C@H](C(F)F)O)C)Cl)C